(S)-4-((5-Chloro-7-(2-((3-methyl-2,5-dioxopyrrolidin-1-yl)methyl)thieno[3,2-b]pyridin-7-yl)-1H-indol-1-yl)methyl)piperidine-4-carbonitrile trifluoroacetate FC(C(=O)O)(F)F.ClC=1C=C2C=CN(C2=C(C1)C1=C2C(=NC=C1)C=C(S2)CN2C([C@H](CC2=O)C)=O)CC2(CCNCC2)C#N